[C@]12(CNC[C@H]2C1)C#CC1=C(C=C2C(=NC=NC2=C1)NC1=C(C(=C(C=C1)Cl)Cl)F)[N+](=O)[O-] 7-((1R,5S)-3-azabicyclo[3.1.0]hexan-1-ylethynyl)-N-(3,4-dichloro-2-fluorophenyl)-6-nitroquinazolin-4-amine